7-(methylsulfonyl)heptan-1-ol CS(=O)(=O)CCCCCCCO